4-cyclopropyl-6-((2-methoxyethyl)sulfinyl)-2-(pyridin-3-yl)thieno[2,3-d]pyrimidin-5-amine C1(CC1)C=1C2=C(N=C(N1)C=1C=NC=CC1)SC(=C2N)S(=O)CCOC